FC=1C=C2C(=NC1)NC=C2CCN2C(C1=CC=CC=C1C2=O)=O 2-(2-(5-fluoro-1H-pyrrolo[2,3-b]pyridin-3-yl)ethyl)isoindoline-1,3-dione